N[C@H](C(=O)NC=1C=NC(=C(C1C(C1=C(C=CC=C1F)F)=O)F)F)C (2S)-2-amino-N-[5,6-difluoro-4-(2,6-difluorobenzoyl)-3-pyridinyl]propanamide